1H-benzo[d][1,2,3]triazole-6-carbaldehyde N1N=NC2=C1C=C(C=C2)C=O